6-((4-chloro-2-fluorobenzyl)oxy)-[2,4'-bipyridin]-2'(1'H)-one ClC1=CC(=C(COC2=CC=CC(=N2)C2=CC(NC=C2)=O)C=C1)F